methyl 13-methoxy-1,12-dioxo-1,4,5,7,8,12-hexahydro-3H-2,8-methanopyrido[1,2-d][1,4,7]oxadiazecine-11-carboxylate COC=1C(C(=CN2C3COCCCN(C(C21)=O)C3)C(=O)OC)=O